NC(C(=O)NCC1=C(NC(=CC1=O)[C@@H]1O[C@]([C@H]([C@H]1C1=C(C(=C(C=C1)F)F)OC)C)(C(F)(F)F)C)C)=C (S)-2-amino-N-((6-((2R,3S,4S,5R)-3-(3,4-difluoro-2-methoxyphenyl)-4,5-dimethyl-5-(trifluoromethyl)tetrahydrofuran-2-yl)-2-methyl-4-oxo-1,4-dihydropyridin-3-yl)methyl)propenamide